[I-].C[N+]1=C(SC2=C1C=CC=C2)C=CC2=CC=C(C=C2)N2CCSCC2 3-methyl-2-(4-thiomorpholinostyryl)benzo[d]thiazol-3-ium iodide